O.C(CC)S(=O)(=O)O 1-propanesulfonic acid hydrate